2-(4-(dimethylamino)phenyl)-6-methyl-N-(3-phenylpropyl)thieno[2,3-d]pyrimidin-4-amine CN(C1=CC=C(C=C1)C=1N=C(C2=C(N1)SC(=C2)C)NCCCC2=CC=CC=C2)C